N[C@H](C(=O)O[C@@H]1C[C@H]2N(CC(C3=CC(=C(C=C23)OC)OC)=O)C[C@H]1CC(C)C)C(C)C (2R,3R,11bR)-9,10-dimethoxy-3-(2-methylpropyl)-7-oxo-1H,2H,3H,4H,6H,7H,11bH-pyrido[2,1-a]isoquinolin-2-yl (2S)-2-amino-3-methylbutyrate